Cl.FC(C=1C=C(O[C@H]2CN(CC2)C2(CCOCC2)C(=O)NCC2CCC(CC2)C(=O)O)C=CC1)(F)F 4-((4-((R)-3-(3-(Trifluoromethyl)phenoxy)pyrrolidin-1-yl)tetrahydro-2H-pyran-4-carboxamido)methyl)cyclohexane-1-carboxylic acid, hydrochloride